CN1N=CC(=C1C1C(CN(CC1)C(=O)OC(C)(C)C)(C)C)C tert-Butyl 4-(1,4-dimethyl-1H-pyrazol-5-yl)-3,3-dimethylpiperidine-1-carboxylate